C(C)(C)(C)OC(=O)O[C@@H]1[C@H]([C@H](N(C1)C(=O)OC(C)(C)C)CC1=CC=C(C=C1)OC)OC(=O)C1CC(C1)O tert-butyl (2R,3S,4S)-4-[(tert-butoxycarbonyl)oxy]-3-(3-hydroxycyclobutanecarbonyloxy)-2-[(4-methoxyphenyl)methyl]pyrrolidine-1-carboxylate